[OH-].C(CCCCCCCCCCCCCCC)[N+](CCCS(=O)(=O)O)(C)C hexadecyl-dimethyl-(3-sulfopropyl)ammonium hydroxide